1-(3-(benzyloxy)cyclobutyl)-8-(1-methyl-1H-pyrazol-4-yl)-1,3-dihydro-2H-imidazo[4,5-c]isoquinolin-2-one C(C1=CC=CC=C1)OC1CC(C1)N1C(NC=2N=CC=3C=CC(=CC3C21)C=2C=NN(C2)C)=O